OC1=C(C(=O)N(C2=CC(=C(C(=C2)OC)OC)OC)C(C)C)C=C(C(=C1)O)C(C)C 2,4-dihydroxy-N,5-diisopropyl-N-(3,4,5-trimethoxyphenyl)benzamide